CC1(COC1)C[2H] (3-methyloxetan-3-yl)methane-d